(2-oxo-1-phenyl-2-(4-(3-(trifluoromethyl)phenyl)piperazin-1-yl)ethyl)pyrrolidine-2,5-dione O=C(C(C1=CC=CC=C1)N1C(CCC1=O)=O)N1CCN(CC1)C1=CC(=CC=C1)C(F)(F)F